C(#C)C1[C@H]2CN(C[C@@H]12)C(=O)OC(C)(C)C tert-butyl (1S,5R,6S)-6-ethynyl-3-azabicyclo[3.1.0]hexane-3-carboxylate